(S)-8-Isopropyl-N-(7-oxo-1-(5-phenyl-1H-imidazol-2-yl)nonyl)-1-oxa-2,8-diazaspiro[4.5]dec-2-en-3-carboxamid C(C)(C)N1CCC2(CC(=NO2)C(=O)N[C@@H](CCCCCC(CC)=O)C=2NC(=CN2)C2=CC=CC=C2)CC1